N-(8-(difluoromethoxy)-4,5-dihydronaphtho[2,1-d]isoxazol-3-yl)-2,6-dimethoxybenzenesulfonamide FC(OC1=CC=C2CCC=3C(=NOC3C2=C1)NS(=O)(=O)C1=C(C=CC=C1OC)OC)F